C(C1=CC=CC=C1)OC1=NC=CC2=C1C=C(O2)C(CBr)=O 1-(4-(benzyloxy)furo[3,2-c]pyridin-2-yl)-2-bromoethanone